CON1C(CCCC1(C)C)(C)C 1-methoxy-2,2,6,6-tetramethyl-piperidine